FC=1C(=CC(=NC1)C#CC)C1=CC=2N(C=C1)N=C(C2)NC2=NN(C=C2)C 5-(5-fluoro-2-(prop-1-yn-1-yl)pyridin-4-yl)-N-(1-methyl-1H-pyrazol-3-yl)pyrazolo[1,5-a]pyridin-2-amine